ClC=1N=NC(=CC1NC(C1=NC(=CC=C1)C=1C=NN(C1)C)=O)N1C[C@@H](CC1)C(C)(C)O (R)-N-(3-chloro-6-(3-(2-hydroxypropan-2-yl)pyrrolidin-1-yl)pyridazin-4-yl)-6-(1-methyl-1H-pyrazol-4-yl)picolinamide